CC1=C(C=CC=C1)OC(=O)N1CC2=CC(=CC=C2CC1)C(=O)N1CC2=CC=CC=C2C[C@H]1CN1CCOCC1 7-[(3S)-3-(morpholin-4-ylmethyl)-1,2,3,4-tetrahydroisoquinoline-2-carbonyl]-1,2,3,4-tetrahydroisoquinoline-2-carboxylic acid 2-methylphenyl ester